C([O-])([O-])=O.[Pd+2].[Ba] barium palladium(II) carbonate